(2S,4R)-1-(2-(4-aminoquinazolin-8-yl)acetyl)-N-(3-chloro-2-fluorobenzyl)-4-fluoropyrrolidine-2-carboxamide NC1=NC=NC2=C(C=CC=C12)CC(=O)N1[C@@H](C[C@H](C1)F)C(=O)NCC1=C(C(=CC=C1)Cl)F